9-iodo-1,1-diethoxynonane ICCCCCCCCC(OCC)OCC